C(C)C=1C(NC=2C=C(C=NC2C1)CN1CCN(CC1)C=1C=CC(=NC1)C(=O)NCC(C)O)=O 5-(4-((7-ethyl-6-oxo-5,6-dihydro-1,5-naphthyridin-3-yl)methyl)piperazin-1-yl)-N-(2-hydroxypropyl)picolinamide